2-[[6-[[5-Chloro-2-[[1-[3-(2,6-dioxo-3-piperidyl)-1-methyl-indol-6-yl]-4-piperidyl]-methyl-amino]pyrimidin-4-yl]amino]-1-methyl-2-oxo-3-quinolyl]oxy]-N-methyl-acetamide ClC=1C(=NC(=NC1)N(C)C1CCN(CC1)C1=CC=C2C(=CN(C2=C1)C)C1C(NC(CC1)=O)=O)NC=1C=C2C=C(C(N(C2=CC1)C)=O)OCC(=O)NC